NC=1C=CC(=C2C=CN(C(C12)=O)COCC[Si](C)(C)C)C1=CN=C2N1C=CC(=C2)F 8-amino-2-(5,5-dimethyl-2-oxa-5-silahex-1-yl)-5-(7-fluoroimidazo[3,2-a]pyridin-3-yl)-1,2-dihydroisoquinolin-1-one